COC1=C(C=CC(=C1)C=1C=NN(C1)C)NC=1N=CC2=C(N1)C(=NC=C2)N2CCCC2 N-(2-methoxy-4-(1-methyl-1H-pyrazol-4-yl)phenyl)-8-(pyrrolidin-1-yl)pyrido[3,4-d]pyrimidin-2-amine